COC(=O)C=1N=C(C2=CC(=CC=C2C1O)OC1=CC=CC=C1)CN(C)C 1-[(Dimethylamino)methyl]-4-hydroxy-7-phenoxyisoquinoline-3-carboxylic acid methyl ester